(7-(4-fluorophenyl)-5-(4-(methylsulfonyl)phenyl)benzofuran-2-yl)methylamine FC1=CC=C(C=C1)C1=CC(=CC=2C=C(OC21)CN)C2=CC=C(C=C2)S(=O)(=O)C